1-(3,5-dichloro-4-methoxyphenyl)-4-methylpentan-1-ol ClC=1C=C(C=C(C1OC)Cl)C(CCC(C)C)O